ClC=1C=C(C(=C(C(=O)O)C1)O)CN1CCCC1 5-chloro-2-hydroxy-3-(pyrrolidin-1-ylmethyl)benzoic acid